1-(3-chlorobenzyl)-N5-cyclopropyl-N3-methyl-2-oxo-1,2-dihydropyridine-3,5-dicarboxamide ClC=1C=C(CN2C(C(=CC(=C2)C(=O)NC2CC2)C(=O)NC)=O)C=CC1